CN1N=CC2=C1C(=NNC2=O)C 1,7-dimethyl-1,5-dihydro-4H-pyrazolo[3,4-d]Pyridazin-4-one